OC[C@@]1(N2C[C@H]([C@@H](C1=O)CC2)C)COC (1R,2R,4S,5S)-2-(hydroxymethyl)-2-(methoxymethyl)-5-methyl-quinuclidin-3-one